(S)-4-methyl-2-morpholinemethylamine CN1C[C@@H](OCC1)CN